N6-((((R,E)-cyclooct-4-en-1-yl)oxy)carbonyl)-L-lysine [C@@H]1(CC\C=C\CCC1)OC(=O)NCCCC[C@H](N)C(=O)O